β-D-galactopyranosyl-(1→4)-D-glucopyranose [C@@H]1([C@H](O)[C@@H](O)[C@@H](O)[C@H](O1)CO)O[C@H]1[C@@H]([C@H](C(O)O[C@@H]1CO)O)O